O=C([C@H](C)N1C(C2=CC=CC=C2C1=O)=O)N1CC=CC[C@@H]1C=1C=NC=CC1 2-((S)-1-oxo-1-((R)-6-(pyridin-3-yl)-5,6-dihydropyridin-1(2H)-yl)propan-2-yl)isoindoline-1,3-dione